(3-bromo-2-methyl-2H-indazol-6-yl)(4,4-difluoropiperidin-1-yl)methanone BrC=1N(N=C2C=C(C=CC12)C(=O)N1CCC(CC1)(F)F)C